(2E,2'E)-N,N'-(disulfanediylbis(ethane-2,1-diyl))bis(3-(5-bromofuran-2-yl)-2-(hydroxyimino)propylamine) S(SCCNC/C(/CC=1OC(=CC1)Br)=N/O)CCNC/C(/CC=1OC(=CC1)Br)=N/O